C(CCC1(C(=O)[O-])C(C(=C(C(=C1C(C)C)F)N=[N+]=[N-])F)F)C1(C(=O)[O-])C(C(=C(C(=C1C(C)C)F)N=[N+]=[N-])F)F propane-1,3-diylbis(4-azido-2,3,5-trifluoro-6-isopropylbenzoate)